Br\C(\CC(=O)C=1OC=CC1)=C/CCCCO (Z)-3-bromo-1-(furan-2-yl)-8-hydroxyoct-3-en-1-one